(S)-7-cyano-N-(3-hydroxy-3-methylbutyl)-4-((1-hydroxypropan-2-yl)amino)-5H-pyrido[3,2-b]indole-3-carboxamide C(#N)C=1C=CC=2C3=C(NC2C1)C(=C(C=N3)C(=O)NCCC(C)(C)O)N[C@H](CO)C